NC1=NC=2C=C(C=CC2C2=C1COC2)CN(C(=O)C=2C=NC(=CC2)C2(CC2)C(F)(F)F)C=2C(=NC=CC2)S(=O)(=O)C N-({4-amino-1H,3H-furo[3,4-c]quinolin-7-yl}methyl)-N-(2-methanesulfonylpyridin-3-yl)-6-[1-(trifluoromethyl)cyclopropyl]pyridine-3-carboxamide